C1(CC1)C(C(C(=O)O)C=1NC(=CN1)C1=C(C=CC=C1)OC)C1CC1 3,3-dicyclopropyl-2-[5-(2-methoxyphenyl)-1H-imidazol-2-yl]propanoic acid